C(CCCCCCC)P1(OC2=C(C=C(C=C2C(C)(C)C)C(C)(C)C)CC2=C(C(=CC(=C2)C(C)(C)C)C(C)(C)C)O1)[O-] methylenebis(4,6-di-tert-butylphenyl) octylphosphite